O[C@@H](CO)CCC (R)-2-hydroxypentanol